2-[(2R)-3-(3,4-dihydro-1H-isoquinolin-2-yl)-2-hydroxy-propyl]-6-[(1-methyl-4-piperidinyl)oxy]-3,4-dihydroisoquinolin-1-one C1N(CCC2=CC=CC=C12)C[C@H](CN1C(C2=CC=C(C=C2CC1)OC1CCN(CC1)C)=O)O